N-[3-(3-methoxy-3-methylbutoxy)-1-[(1r,4r)-4-[(2R,6S)-2,6-dimethylmorpholin-4-yl]cyclohexyl]-1H-pyrazol-4-yl]pyrimidin-2-amine COC(CCOC1=NN(C=C1NC1=NC=CC=N1)C1CCC(CC1)N1C[C@H](O[C@H](C1)C)C)(C)C